OC1=C(C=CC(=C1)O)[C@H]1OC2=C(C(=CC(=C2C(C1)=O)OC)O)C[C@@H](CC=C(C)C)C(=C)C (S)-2-(2,4-dihydroxyphenyl)-7-hydroxy-5-methoxy-8-((R)-5-methyl-2-(prop-1-en-2-yl)hex-4-en-1-yl)chroman-4-one